tert-butyl 6-(4,4,5,5-tetramethyl-1,3,2-dioxaborolan-2-yl)-2-azaspiro[3.4]oct-6-ene-2-carboxylate CC1(OB(OC1(C)C)C=1CC2(CN(C2)C(=O)OC(C)(C)C)CC1)C